O1CCC2=C1C=CC(=C2)NC(=O)C=2C=CC1=C(N=C(O1)N1CCCCC1)C2 2-piperidin-1-yl-benzoxazole-5-carboxylic acid (2,3-dihydro-benzofuran-5-yl)-amide